CN1CCN(CCC1)C1=C2C(=NC=C1)NC=C2C=2C=NC=NC2 4-(4-methyl-1,4-diazepan-1-yl)-3-pyrimidin-5-yl-1H-pyrrolo[2,3-b]pyridine